O.S(=O)(=O)([O-])[O-].[Th+4].S(=O)(=O)([O-])[O-] thorium sulfate hydrate